L-leucyl-beta-naphthylamine N[C@@H](CC(C)C)C(=O)NC1=CC2=CC=CC=C2C=C1